7-chloro-2-(chloromethyl)-1-methyl-5-(1-(1-((2-(trimethylsilyl)ethoxy)methyl)-1H-pyrazol-5-yl)ethyl)-1,5-dihydro-4H-imidazo[4,5-c]quinolin-4-one ClC=1C=CC=2C3=C(C(N(C2C1)C(C)C1=CC=NN1COCC[Si](C)(C)C)=O)N=C(N3C)CCl